nitrogen Potassium tbutoxide CC(C)(C)[O-].[K+].[N+3].CC(C)(C)[O-].CC(C)(C)[O-].CC(C)(C)[O-]